CN1N=C2C(=CC=CC2=C1)C 2,7-dimethyl-2H-indazole